benzyl (S)-4-(4-(4-(aminomethyl)-3-methylphenyl)pyrrolo[2,1-f][1,2,4]triazin-6-yl)-3-methylpiperazine-1-carboxylate hydrochloride Cl.NCC1=C(C=C(C=C1)C1=NC=NN2C1=CC(=C2)N2[C@H](CN(CC2)C(=O)OCC2=CC=CC=C2)C)C